CC=1C(=C(C=CC1)C#CC1=CC=C(C(=O)O)C=C1)NS(=O)(=O)C1=CC2=CC=CC=C2C=C1 4-{2-[3-methyl-2-(naphthalene-2-sulfonamido)phenyl]ethynyl}benzoic acid